bis(4-(tributylsilyl)phenyl)phosphine chloride [Cl-].C(CCC)[Si](C1=CC=C(C=C1)PC1=CC=C(C=C1)[Si](CCCC)(CCCC)CCCC)(CCCC)CCCC